[Ru].[Co].[Mo] molybdenum-cobalt-ruthenium